5-[7-[3-[2-(1-Piperidyl)ethoxy]pyrrolidin-1-yl]thieno[3,2-b]pyridin-2-yl]-1H-pyrimidine-2,4-dione N1(CCCCC1)CCOC1CN(CC1)C1=C2C(=NC=C1)C=C(S2)C=2C(NC(NC2)=O)=O